FC1(CCN(CC1)C1=NC=C(N=C1)OC1=CC=C(C=C1)F)C(=O)O 4-fluoro-1-(5-(4-fluorophenoxy)pyrazin-2-yl)piperidine-4-carboxylic acid